5-chloro-2-cyclobutoxyaniline ClC=1C=CC(=C(N)C1)OC1CCC1